1,3-Butan-diol C(CC(C)O)O